CN(CCCOC1=CC=C(C=C1)C=1C=CC=2N=CC=3N(C2N1)C(=NN3)C3CCOCC3)C N,N-Dimethyl-3-(4-(9-(tetrahydro-2H-pyran-4-yl)pyrido[3,2-e][1,2,4]triazolo[4,3-a]pyrazin-2-yl)phenoxy)propan-1-amin